2-amino-4-(6-chloro-8-fluoro-2-((S)-1-((S)-1-methylpyrrolidin-2-yl)ethoxy)-4-(5-oxa-2,8-diazaspiro[3.5]nonan-8-yl)quinazolin-7-yl)-7-fluorobenzo[b]thiophene-3-carbonitrile NC1=C(C2=C(S1)C(=CC=C2C2=C(C=C1C(=NC(=NC1=C2F)O[C@@H](C)[C@H]2N(CCC2)C)N2CCOC1(CNC1)C2)Cl)F)C#N